3-butenyldiethoxysilane C(CC=C)[SiH](OCC)OCC